4-(3'-(1-Cyanocyclopropyl)-[1,1'-biphenyl]-4-yl)-N-(2-ethynyl-thiazol-4-yl)-piperazine-1-carboxamide C(#N)C1(CC1)C=1C=C(C=CC1)C1=CC=C(C=C1)N1CCN(CC1)C(=O)NC=1N=C(SC1)C#C